Cl.ClC=1C(=NN2C1CNCCC2)C(=O)N2CCOCC2 (3-chloro-5,6,7,8-tetrahydro-4H-pyrazolo[1,5-a][1,4]diazepin-2-yl)(morpholino)methanone hydrochloride